COC1=C(C(=CC=C1)OC[C@@H]1COCCC1)C1=CC(=NN1)NC=1N=CC(=NC1)C#N (S)-5-((5-(2-methoxy-6-((tetrahydro-2H-pyran-3-yl)methoxy)phenyl)-1H-pyrazol-3-yl)amino)pyrazine-2-carbonitrile